FC1=C(C=CC=C1)P(N(C1=CC=CC=C1)P(C1=CC=C(C=C1)[Si](CCCC)(CCCC)CCCC)C1=C(C=CC=C1)F)C1=CC=C(C=C1)[Si](CCCC)(CCCC)CCCC 1-(2-fluorophenyl)-N-((2-fluorophenyl)(4-(tributylsilyl)phenyl)phosphaneyl)-N-phenyl-1-(4-(tributylsilyl)phenyl)phosphanamine